CC1=C(CN2CCN(CC2)C(=O)N2N=C(C=C2)NC(C)=O)C=CC=C1C(F)(F)F N-(1-(4-(2-Methyl-3-(trifluoromethyl)benzyl)piperazine-1-carbonyl)-1H-pyrazol-3-yl)acetamide